tert-butyl 5-(4-methyl-3-((1-(2-(1-methyl-1H-pyrazol-4-yl)quinolin-4-yl)cyclopropyl)carbamoyl)phenyl)-2,5-diazabicyclo[2.2.1]heptane-2-carboxylate CC1=C(C=C(C=C1)N1C2CN(C(C1)C2)C(=O)OC(C)(C)C)C(NC2(CC2)C2=CC(=NC1=CC=CC=C21)C=2C=NN(C2)C)=O